ClC=1C=2C(N=C3N(C2C=CC1)C1=CC(=CC=C1C31CCCCC1)N1CCC(CC1)C(=O)N1CCC(CC1)C#C)=O 4'-chloro-10'-(4-(4-ethynylpiperidine-1-carbonyl)piperidin-1-yl)-5'H-spiro[cyclohexane-1,7'-indolo[1,2-a]quinazolin]-5'-one